(rac)-(2s,4s)-2-(6-(3-(Trifluoromethyl)phenyl)-3-azabicyclo[4.1.0]heptan-3-carbonyl)-7-oxa-5-azaspiro[3.4]octan-6-on FC(C=1C=C(C=CC1)C12CCN(CC2C1)C(=O)C1CC2(C1)NC(OC2)=O)(F)F